Iridium chlorate Cl(=O)(=O)[O-].[Ir+3].Cl(=O)(=O)[O-].Cl(=O)(=O)[O-]